Sodium dodecyl(phenoxy)-benzenesulfonate C(CCCCCCCCCCC)C=1C(=C(C=CC1)S(=O)(=O)[O-])OC1=CC=CC=C1.[Na+]